FC=1C(=NC(=NC1)C(=O)OC)NN Methyl 5-fluoro-4-hydrazineylpyrimidine-2-carboxylate